Hafnium(IV) ethoxide [O-]CC.[Hf+4].[O-]CC.[O-]CC.[O-]CC